FC1(C2(CN(C2)CC2=C3CCN(C3=CC=C2)C=2C=C(C=3N(N2)C(=CN3)C(=O)N[C@H]3[C@@H](CC3)OC)NC)CCNC1)F 6-[4-({5,5-Difluoro-2,7-diazaspiro[3.5]nonan-2-yl}methyl)-2,3-dihydroindol-1-yl]-N-[(1R,2R)-2-methoxycyclobutyl]-8-(methylamino)imidazo[1,2-b]pyridazine-3-carboxamide